BrCC(=O)C=1N=C(SC1)C=1C=NC(=CC1)OC 2-bromo-1-(2-(6-methoxypyridin-3-yl)thiazol-4-yl)ethan-1-one